CC1=CC=C(C=C1)S(=O)(=O)[O-].C(C)(C)(C)C1=CC=C(C=C1)[I+]C1=CC=C(C=C1)C(C)(C)C bis(4-tert-butylphenyl)iodonium p-toluenesulfonate